C1(CC1)[C@]1(C(N([C@@H](C1)C)C=1C=2N(N=CC1)C=C(C2)C=2C=NN(C2)C)=O)C#N (3S,5R)-3-cyclopropyl-5-methyl-1-[6-(1-methylpyrazol-4-yl)pyrrolo[1,2-b]pyridazin-4-yl]-2-oxopyrrolidine-3-carbonitrile